1-(5-(tert-butyl)-3-(2-chlorobenzyl)-3H-[1,2,3]Triazolo[4,5-d]Pyrimidin-7-yl)pyrrolidin-3-amine C(C)(C)(C)C=1N=C(C2=C(N1)N(N=N2)CC2=C(C=CC=C2)Cl)N2CC(CC2)N